2-chloro-6-((1-(methyl-d3)piperidin-4-yl)oxy)pyrazine ClC1=NC(=CN=C1)OC1CCN(CC1)C([2H])([2H])[2H]